(6-(3-(1H-pyrazol-1-yl)-7,8-dihydro-1,6-naphthyridin-6(5H)-yl)-5-methylpyridazin-3-yl)(3-fluoro-3-methylazetidin-1-yl)methanone N1(N=CC=C1)C=1C=NC=2CCN(CC2C1)C1=C(C=C(N=N1)C(=O)N1CC(C1)(C)F)C